BrCC(=O)NCC1=C(C=CC=C1Cl)Cl 2-bromo-N-(2,6-dichlorobenzyl)acetamide